[N+](=O)([O-])C1=CC(=C(C(=O)OC)C=C1)C=1N(C(=C(C1)C(=O)N(C=1C=C2C=NN(C2=CC1)C1OCCCC1)CC1=C(C=CC=C1)C#N)C)C Methyl 4-nitro-2-(4-[(2-cyanobenzyl)(1-tetrahydro-2H-pyran-2-yl-1H-indazol-5-yl)amino]carbonyl-1,5-dimethyl-1H-pyrrol-2-yl)benzoate